2-(3,6-diazabicyclo[3.1.1]heptan-3-yl)-5-chloro-7-(pyridin-2-yl)-4-(trifluoromethyl)benzo[d]oxazole C12CN(CC(N1)C2)C=2OC1=C(N2)C(=C(C=C1C1=NC=CC=C1)Cl)C(F)(F)F